CC(CC(C)C)NCCC[Si](OCC)(OCC)OCC N-(1,3-dimethylbutyl)-3-aminopropyl-triethoxysilane